2-(3-(6-(((3S,4S)-4-fluoropiperidin-3-yl)amino)pyridin-2-yl)-7-methoxyimidazo[1,2-b]pyridazin-6-yl)propan-2-ol F[C@@H]1[C@H](CNCC1)NC1=CC=CC(=N1)C1=CN=C2N1N=C(C(=C2)OC)C(C)(C)O